tert-butyl (S)-4-(3-(4-(4-((1-(tert-butoxycarbonyl)pyrrolidin-3-yl)oxy)-3-(4-(trifluoromethyl)cyclohexyl)benzoyl)piperazine-1-carbonyl)-5-fluorophenyl)-3-oxopiperazine-1-carboxylate C(C)(C)(C)OC(=O)N1C[C@H](CC1)OC1=C(C=C(C(=O)N2CCN(CC2)C(=O)C=2C=C(C=C(C2)F)N2C(CN(CC2)C(=O)OC(C)(C)C)=O)C=C1)C1CCC(CC1)C(F)(F)F